acryloxyethyldimethyl(3-trimethoxysilylpropyl)-ammonium chloride [Cl-].C(C=C)(=O)OCC[N+](CCC[Si](OC)(OC)OC)(C)C